CC1=C(C=CC=C1C)C=1C=CC(=C2CCCC12)C(=O)N1[C@@H](C\C(\C1)=N/OC)CO (S,E)-(7-(2,3-dimethylphenyl)-2,3-dihydro-1H-inden-4-yl)(2-(hydroxymethyl)-4-(methoxyimino)pyrrolidin-1-yl)methanone